7-(4-(trifluoromethyl)phenyl)-1,2,3,4-tetrahydroisoquinoline hydrochloride Cl.FC(C1=CC=C(C=C1)C1=CC=C2CCNCC2=C1)(F)F